9-(2-((2,2-dimethoxyethyl)(methyl)amino)pyrimidin-5-yl)-6,7-dimethoxynaphtho[2,3]furan COC(CN(C1=NC=C(C=N1)C1=C2C=C(C(=CC2=CC=2C=COC21)OC)OC)C)OC